CN[C@@H]1[C@H](C1)C (1S,2S)-N,2-dimethylcyclopropan-1-amine